N-(2-(4-((1S,4S)-2-oxa-5-azabicyclo[2.2.1]heptane-5-yl)piperidine-1-yl)-5-((6-((S)-3-(3-fluoro-2-methylbenzyl)isoxazolidine-2-yl)pyrimidine-4-yl)amino)-4-methoxyphenyl)acrylamide [C@@H]12OC[C@@H](N(C1)C1CCN(CC1)C1=C(C=C(C(=C1)OC)NC1=NC=NC(=C1)N1OCC[C@@H]1CC1=C(C(=CC=C1)F)C)NC(C=C)=O)C2